BrC=1C(=NC=C(C1)[N+](=O)[O-])OCC[C@@H]1C[C@@H](N(CC1)C(=O)OC(C)(C)C)C tert-butyl (2S,4S)-4-[2-[(3-bromo-5-nitro-2-pyridyl)oxy]ethyl]-2-methyl-piperidine-1-carboxylate